1-β-hydroxyethyloxy-2-β-hydroxyethylamino-5-nitrobenzene OCCOC1=C(C=CC(=C1)[N+](=O)[O-])NCCO